C(C)OCCP(CCP(CCOCC)CCOCC)CCOCC 1,2-bis[bis(2-ethoxy-ethyl)phosphino]ethane